N-(benzyloxycarbonyloxy)-succinimide C1CC(=O)N(C1=O)OC(=O)OCC2=CC=CC=C2